N[C@@H](C(=O)OCC)CCCOC1=C(C(=C(C=C1)Cl)Cl)CN1C2=NC=NC(=C2N=C1)N ethyl (R)-2-amino-5-(2-((6-amino-9H-purin-9-yl)methyl)-3,4-dichlorophenoxy)pentanoate